pyrrolidine-2-carboxylic acid (4,4-difluoro-cyclohexyl)-(5-fluoro-2,3-dihydro-benzofuran-6-ylmethyl)-amide FC1(CCC(CC1)N(C(=O)C1NCCC1)CC1=CC2=C(CCO2)C=C1F)F